The molecule is an inorganic phosphate that is the ammonium magnesium salt of phosphoric acid. It has a role as a fertilizer. It is an inorganic phosphate, an ammonium salt and a magnesium salt. It contains a phosphate(3-). [NH4+].[O-]P(=O)([O-])[O-].[Mg+2]